CC1=C(C(=CC(=C1)N1CC2=C(CCC1)C=C(C=C2)OC(F)(F)F)C)NC(CC(C)(C)C)=O N-(2,6-dimethyl-4-(7-(trifluoromethoxy)-1,3,4,5-tetrahydro-2H-benzo[c]azepin-2-yl)phenyl)-3,3-dimethylbutyramide